6-{[6-nitroxyhexanoyl]oxy}hexanoyl chloride O([N+](=O)[O-])CCCCCC(=O)OCCCCCC(=O)Cl